1-[(12aR)-9-(2-Chloro-6-hydroxyphenyl)-10-fluoro-8-(prop-1-yn-1-yl)-3,4,12,12a-tetrahydro-6H-pyrazino[2,1-c][1,4]benzoxazepin-2(1H)-yl]prop-2-en-1-one ClC1=C(C(=CC=C1)O)C1=C(C2=C(CN3[C@@H](CO2)CN(CC3)C(C=C)=O)C=C1C#CC)F